N-(5-(2-((4S)-6-(4-chlorophenyl)-8-methoxy-1-methyl-4H-benzo[f][1,2,4]triazolo[4,3-a][1,4]diazepin-4-yl)acetamido)pentyl)-2,3-dihydroxybenzamide ClC1=CC=C(C=C1)C1=N[C@H](C=2N(C3=C1C=C(C=C3)OC)C(=NN2)C)CC(=O)NCCCCCNC(C2=C(C(=CC=C2)O)O)=O